FC1CCCC2C3CCC(OC[C@@H]4[C@@]5(CCCN4CCCOC12)NCCOC5)CC3 (1's,3R,17'S,20's)-6'-fluoro-8',19'-dioxa-12'-azaspiro[morpholine-3,16'-tetracyclo[18.2.2.02,7.012,17]tetracosane]